C(#N)C=1C=C(C=C(C1)NC1C(NC(CC1)=O)=O)NC(C)=O N-(3-cyano-5-(2,6-dioxopiperidin-3-ylamino)phenyl)acetamide